1-(3-chloro-5-(2-chloro-4-(3-ethynylpyridin-4-yl)-5-fluorobenzamido)pyridin-2-yl)-4,5,6,7-tetrahydro-1H-benzo[d]imidazole-5-carboxylic acid ClC=1C(=NC=C(C1)NC(C1=C(C=C(C(=C1)F)C1=C(C=NC=C1)C#C)Cl)=O)N1C=NC2=C1CCC(C2)C(=O)O